1-(7-((5-([1,2,4]triazolo[1,5-a]pyridin-6-yl)-6-fluoro-4-methoxypyrrolo[2,1-f][1,2,4]triazin-2-yl)amino)-2-azaspiro[3.5]nonan-2-yl)ethan-1-one N=1C=NN2C1C=CC(=C2)C=2C(=CN1N=C(N=C(C12)OC)NC1CCC2(CN(C2)C(C)=O)CC1)F